2-(difluoromethyl)-imidazo[1,2-A]pyridine-3-carboxylic acid FC(C=1N=C2N(C=CC=C2)C1C(=O)O)F